C(C1=CC=CC=C1)OC(=O)N1C[C@@]2(CNC(O2)=O)CCC1 (S)-2-oxo-1-oxa-3,7-diazaspiro[4.5]decane-7-carboxylic acid benzyl ester